(R)-(1-(2-(4-(cyclobutylmethyl)-4H-pyrrolo[2,3-d]thiazol-5-yl)-7-methoxy-1-methyl-1H-benzo[d]imidazole-5-carbonyl)piperidin-3-yl)carbamic acid tert-butyl ester C(C)(C)(C)OC(N[C@H]1CN(CCC1)C(=O)C1=CC2=C(N(C(=N2)C2=CC3=C(N=CS3)N2CC2CCC2)C)C(=C1)OC)=O